NC1=NC(=CC(=N1)N1CCC2(C[C@H](NC2)C(=O)O)CC1)O[C@@H](C(F)(F)F)C1=CC=C(C=C1)C=1C=C2CCNC(C2=CC1)=O (S)-8-(2-amino-6-((R)-2,2,2-trifluoro-1-(4-(1-oxo-1,2,3,4-tetrahydroisoquinolin-6-yl)phenyl)ethoxy)pyrimidin-4-yl)-2,8-diazaspiro[4.5]decane-3-carboxylic acid